3H-imidazo[4,5-b]pyridin-2-ol N1=C(NC2=NC=CC=C21)O